4-(2-(4-fluorophenyl)-1H-pyrrolo-[2,3-b]pyridin-5-yl)-N-(2-(piperazin-1-yl)ethyl)thiophene-2-carboxamide FC1=CC=C(C=C1)C1=CC=2C(=NC=C(C2)C=2C=C(SC2)C(=O)NCCN2CCNCC2)N1